2,4,6-trinitrobenzylsulfonic acid [N+](=O)([O-])C1=C(CS(=O)(=O)O)C(=CC(=C1)[N+](=O)[O-])[N+](=O)[O-]